butylOxygen C(CCC)[O]